5-((1R,4R)-2,5-diazabicyclo[2.2.1]heptane-2-yl)-2-(2,4-dioxotetrahydropyrimidin-1(2H)-yl)isoindoline-1,3-dione [C@H]12N(C[C@H](NC1)C2)C=2C=C1C(N(C(C1=CC2)=O)N2C(NC(CC2)=O)=O)=O